C(CCC)OC(CCCCCCCCCCCCC\C=C/CCO)OCCCC (3Z)-18,18-dibutoxy-3-octadecen-1-ol